ClCC(=O)NC1CC(C1)(C)O 2-chloro-N-(cis-3-hydroxy-3-methylcyclobutyl)acetamide